BrC1=CC(=NC=C1)N1CCC(CC1)C(=O)N1CCC(CC1)CC1CCN(CC1)C(=O)OC(C)(C)C tert-butyl 4-[[1-[1-(4-bromo-2-pyridyl)piperidine-4-carbonyl]-4-piperidyl]methyl]piperidine-1-carboxylate